(5-tert-butyl-4-chloro-1,3-thiazol-2-yl)-1-chloro-3-(cyanoamino)cyclobutane-1-carboxamide C(C)(C)(C)C1=C(N=C(S1)C1C(CC1NC#N)(C(=O)N)Cl)Cl